REL-(+)-[[(4R,5R)-2,2-dimethyl-1,3-dioxolane-4,5-diyl]di(methylene)]bis[bis(3,5-dimethylphenyl)phosphine] CC1(O[C@H]([C@@H](O1)CP(C1=CC(=CC(=C1)C)C)C1=CC(=CC(=C1)C)C)CP(C1=CC(=CC(=C1)C)C)C1=CC(=CC(=C1)C)C)C |o1:3,4|